O=C(CNC(=O)C1CCN(CC1)C1N(C=CC=C1)C)NC=1C=C2CC3(C(NC4=NC=CC=C43)=O)CC2=CC1 N-(2-oxo-2-((2'-oxo-1,1',2',3-tetrahydrospiro[indene-2,3'-pyrrolo[2,3-b]pyridin]-5-yl)amino)ethyl)-1-methylpyridinyl-piperidine-4-carboxamide